(S)-1-(3,3-difluoro-1-isopropylpiperidin-4-yl)-8-(6-methoxypyridin-3-yl)-3-methyl-1,3-dihydro-2H-imidazo[4,5-c]quinolin-2-one FC1(CN(CC[C@@H]1N1C(N(C=2C=NC=3C=CC(=CC3C21)C=2C=NC(=CC2)OC)C)=O)C(C)C)F